CC1=C(C=CC(=C1)[N+](=O)[O-])NC(C=C)=O N-(2-methyl-4-nitrophenyl)acrylamide